3-(2,2-difluoroethoxy)azetidine hydrochloride Cl.FC(COC1CNC1)F